FC=1C=C2C(=NC1)NC=C2CCNCC2=CC(=CC=C2)F 2-(5-fluoro-1H-pyrrolo[2,3-b]pyridin-3-yl)-N-(3-fluorobenzyl)ethan-1-amine